BrC1=CC2=C(C(N(CC(N2CC)=O)C[C@@H](CN2CC3=CC=CC=C3CC2)O)=O)C=C1 8-bromo-4-[(2R)-3-(3,4-dihydro-1H-isoquinolin-2-yl)-2-hydroxy-propyl]-1-ethyl-3H-1,4-benzodiazepine-2,5-dione